C1(=CC=CC2=CC=CC=C12)C=1C(=C(C=CC1N)C1=CC=C(C=C1)N)C1=CC=CC2=CC=CC=C12 dinaphthyl-4,4'-diaminobiphenyl